FC1=C(C=CC(=C1F)F)NC(=S)N (2,3,4-trifluorophenyl)thiourea